N-[4-(6-amino-5-chloro-pyrimidin-4-yl)oxy-3-fluoro-phenyl]-1-pyridazin-3-yl-5-(trifluoromethyl)pyrazole-4-carboxamide NC1=C(C(=NC=N1)OC1=C(C=C(C=C1)NC(=O)C=1C=NN(C1C(F)(F)F)C=1N=NC=CC1)F)Cl